N1=C(C=CC=C1)C(=O)C1=NC=CC=C1 (2-pyridyl)ketone